1-[((3S)-3-methyl-6-pentoxy-3,4-dihydronaphthalen-2-yl)methyl]azetidine-3-carboxylic acid C[C@@H]1C(=CC2=CC=C(C=C2C1)OCCCCC)CN1CC(C1)C(=O)O